3-hydroxy-4-(6-((2,2,6,6-tetramethylpiperidin-4-yl)amino)pyridazin-3-yl)benzonitrile OC=1C=C(C#N)C=CC1C=1N=NC(=CC1)NC1CC(NC(C1)(C)C)(C)C